methyl 2-((2-methyl-4-(tri-fluoromethyl)-phenyl)amino)-5-(trifluorometh-yl)nicotinate CC1=C(C=CC(=C1)C(F)(F)F)NC1=C(C(=O)OC)C=C(C=N1)C(F)(F)F